COC1=NC=CC2=C(C=CC=C12)N1N=CC(=C1C([2H])([2H])[2H])C(=O)NC1=CC(=NC=C1)C(F)(F)F 1-(1-methoxyisoquinolin-5-yl)-5-(methyl-d3)-N-(2-(trifluoromethyl)pyridin-4-yl)-1H-pyrazole-4-carboxamide